((2R,3S,4R,5R)-5-(4-aminopyrrolo[2,1-f][1,2,4]triazin-7-yl)-5-cyano-3,4-dihydroxytetrahydrofuran-2-yl)methyl (1-isopropyl-4-methylcyclohex-3-en-1-yl) carbonate C(OC[C@H]1O[C@@]([C@@H]([C@@H]1O)O)(C#N)C1=CC=C2C(=NC=NN21)N)(OC2(CC=C(CC2)C)C(C)C)=O